ClC=1N=NC(=CC1NCC1CCN(CC1)C(=O)OC(C)(C)C)Cl tert-butyl 4-(((3,6-dichloropyridazin-4-yl)amino)methyl)piperidine-1-carboxylate